TERT-BUTOXY-(1S,6'E,12'R)-6-CHLORO-9'-METHYL-10'-OXO-3,4-DIHYDRO-2H-SPIRO[NAPHTHALENE-1,19'-[17]OXA[1,9]DIAZATRICYCLO[11.7.2.016,21]DOCOSA[6,13,15,21]TETRAENE] C(C)(C)(C)OC1N2C[C@]3(COC4=CC=C(CCC(N(C/C=C/CCC1)C)=O)C=C24)CCCC2=CC(=CC=C23)Cl